N-(4-(4-(3-(4-fluorophenethyl)ureido)phenoxy)-7-methoxyquinazolin-6-yl)-4-methylpentanamide FC1=CC=C(CCNC(NC2=CC=C(OC3=NC=NC4=CC(=C(C=C34)NC(CCC(C)C)=O)OC)C=C2)=O)C=C1